(R)-2-methyl-N1-(1-(2-(1-methyl-1H-pyrazol-4-yl)quinolin-4-yl)ethyl)-N4-(1-(thiazol-4-yl)cyclopropyl)terephthalamide CC1=C(C(=O)N[C@H](C)C2=CC(=NC3=CC=CC=C23)C=2C=NN(C2)C)C=CC(=C1)C(=O)NC1(CC1)C=1N=CSC1